2,4-dichlorophenol sulfate S(=O)(=O)(O)OC1=C(C=C(C=C1)Cl)Cl